N-(4-methoxy-2-(4-(4-methylpiperazine-1-yl)piperidine-1-yl)-5-((6-((R)-3-(3-(trifluoromethyl)phenyl)-isoxazolidine-2-yl)pyrimidine-4-yl)amino)phenyl)acrylamide COC1=CC(=C(C=C1NC1=NC=NC(=C1)N1OCC[C@@H]1C1=CC(=CC=C1)C(F)(F)F)NC(C=C)=O)N1CCC(CC1)N1CCN(CC1)C